Methyl 2-(4-Bromophenyl)-2-{[(1R)-1-phenylethyl]carbamoyl}acetate BrC1=CC=C(C=C1)C(C(=O)OC)C(N[C@H](C)C1=CC=CC=C1)=O